C1(CC1)NC1=CC=C(C(=N1)F)C1=NN2C(OCCC2)=C1C(=O)OCC Ethyl 2-[6-(cyclopropyl-amino)-2-fluoro-pyridin-3-yl]-6,7-dihydro-5H-pyrazolo[5,1-b][1,3]oxazine-3-carboxylate